5-(benzofuran-3-yl)-N-(1H-indol-3-yl)isoindoline-2-carboxamide O1C=C(C2=C1C=CC=C2)C=2C=C1CN(CC1=CC2)C(=O)NC2=CNC1=CC=CC=C21